SC=CC(=O)OCC(COC(C=CS)=O)(COC(C=CS)=O)COC(C=CS)=O pentaerythritol tetrakis(3-mercapto acrylate)